C(C1=CC=CC=C1)N1CC2=CN(C=3N=CC=CC3C2=CC1)CC1=CC(=CC=C1)OC 3-Benzyl-6-(3-methoxybenzyl)-2,3,4,6-tetrahydropyrido[3,4-c][1,8]naphthyridine